(S)-2-{[7-(3-chlorobenzyloxy)benzo[d][1,3]dioxol-4-yl]methylamino}propanamide ClC=1C=C(COC2=CC=C(C3=C2OCO3)CN[C@H](C(=O)N)C)C=CC1